C1=CC(=CC=2SSC3=C(C21)C=CC(=C3)N)N dibenzo[c,e][1,2]dithiine-3,8-diamine